[4-(trifluoromethyl)-2-pyridinyl]-2-imidazolidinone FC(C1=CC(=NC=C1)N1C(NCC1)=O)(F)F